C12(CC3CC(CC(C1)C3)C2)CC(=O)NC2=CC=C3C(=NNC3=C2)C 2-(1-Adamantyl)-N-(3-methyl-1H-indazol-6-yl)acetamide